FC(S(=O)(=O)[N-]S(=O)(=O)C(F)(F)F)(F)F.C(CCC)N1CN(C=C1)C 1-butyl-3-methylimidazole-bis(trifluoromethylsulfonyl)amide salt